6-(4-trans-(3-(dimethylamino)-4-methoxypyrrolidin-1-yl)-5,6-difluoro-8-(methylamino)-9H-pyrido[2,3-b]indol-3-yl)-1-methyl-4-oxo-1,4-dihydro-1,8-naphthyridine-3-carboxylic acid CN(C1CN(CC1OC)C=1C(=CC2=C(NC3=C(C=C(C(=C23)F)F)NC)N1)C=1C=C2C(C(=CN(C2=NC1)C)C(=O)O)=O)C